(4R)-4-(4,4-diethyl-2-imino-6-oxo-hexahydropyrimidin-1-yl)-N-(3-hydroxy-2,2,3-trimethyl-chroman-4-yl)chromane-6-carboxamide C(C)C1(NC(N(C(C1)=O)[C@@H]1CCOC2=CC=C(C=C12)C(=O)NC1C(C(OC2=CC=CC=C12)(C)C)(C)O)=N)CC